FC(C1=NC=CC(=C1)O[C@@H]1C(CN(C1)C1=CC(=NC(=N1)C)C=1C(NC(NC1)=O)=O)(F)F)F (S)-6-(4-((2-(difluoromethyl)pyridin-4-yl)oxy)-3,3-difluoropyrrolidin-1-yl)-2-methyl-[4,5'-bipyrimidine]-2',4'(1'H,3'H)-dione